C(#N)C1=CC=C2C(=CNC2=C1S(=O)(=O)C)C1=NC(=NC=C1C(F)(F)F)N[C@@H]1CN(CCC1)C(=O)OC(C)(C)C Tert-butyl (3S)-3-[[4-(6-cyano-7-methylsulfonyl-1H-indol-3-yl)-5-(trifluoromethyl)pyrimidin-2-yl]amino]piperidine-1-carboxylate